[Ge].[B].[Sn].[Si] silicon tin boron germanium